CC(C(C(=O)N)N1C(NCCC1)=O)C 3-methyl-2-(2-oxotetrahydropyrimidin-1(2H)-yl)butyramide